N-(2-(4-(4-(cyclopropylmeth-yl)piperazine-1-yl)piperidine-1-yl)-5-((6-((S)-3-(2,6-difluorophenyl)-isoxazolidine-2-yl)pyrimidine-4-yl)amino)-4-methoxyphenyl)acrylamide C1(CC1)CN1CCN(CC1)C1CCN(CC1)C1=C(C=C(C(=C1)OC)NC1=NC=NC(=C1)N1OCC[C@H]1C1=C(C=CC=C1F)F)NC(C=C)=O